5-cyclobutyl-N-(2,5-difluoro-4-(trifluoromethyl)phenyl)-1H-pyrrole-3-sulfonamide C1(CCC1)C1=CC(=CN1)S(=O)(=O)NC1=C(C=C(C(=C1)F)C(F)(F)F)F